(R)-(1-amino-3-hydroxypropan-2-yl)carbamic acid tert-butyl ester C(C)(C)(C)OC(N[C@H](CN)CO)=O